4-bromo-2-(dibromomethyl)-5-fluorobenzoic acid methyl ester COC(C1=C(C=C(C(=C1)F)Br)C(Br)Br)=O